C1C(C12CC2)C=O spiro[2.2]pentan-2-yl-methanone